2,2,7-Trimethyl-5-(2-methyl-1-propen-1-yl)-4H-benzo[d][1,3]dioxin-4-one CC1(OC(C2=C(O1)C=C(C=C2C=C(C)C)C)=O)C